2-chloro-8-({4-[1-methyl-4-(trifluoromethyl)imidazol-2-yl]phenyl}methyl)-5,7-dihydropteridin-6-one ClC1=NC=2N(CC(NC2C=N1)=O)CC1=CC=C(C=C1)C=1N(C=C(N1)C(F)(F)F)C